C(CCCCC)C1=CC=C(C=C1)/C=C/C(=O)C1=C(C=C(C=C1)OCC=C(C)C)O (E)-3-(4-Hexylphenyl)-1-[2-hydroxy-4-(3-methylbut-2-enoxy)phenyl]prop-2-en-1-one